3-[(3R)-5-(4-chlorophenyl)-2,3-dimethyl-3-isoxazolidinyl]pyridine ClC1=CC=C(C=C1)C1C[C@](N(O1)C)(C)C=1C=NC=CC1